tert-butyl 4-(2-(phenyl(methyl)amino)ethyl)piperidine-1-carboxylate C1(=CC=CC=C1)N(CCC1CCN(CC1)C(=O)OC(C)(C)C)C